ClC=1C(=C(C=CC1)C1=NNC2=NC(=CN=C21)N2CCC(CC2)(N)C)F 1-(3-(3-chloro-2-fluorophenyl)-1H-pyrazolo[3,4-b]-pyrazin-6-yl)-4-methylpiperidin-4-amine